OC1=CC=C(C(=C1[O-])OC)C=CC(C1=CC=C(C=C1)O)=O 6-hydroxy-2-methoxy-3-[3-oxo-3-(4-hydroxyphenyl)prop-1-enyl]phenolate